FC(C=1C=NC=C(C1N1CCN(C2(CC2)C1)C(=O)OC(C)(C)C)NCC=1C=C2N=CC=NC2=CC1)F tert-butyl 7-(3-(difluoromethyl)-5-((quinoxalin-6-ylmethyl)amino)pyridin-4-yl)-4,7-diazaspiro[2.5]octane-4-carboxylate